C(#N)C=1C=NN2C1C(=CC(=C2)O)N2CCC(CC2)NC([O-])=O (1-(3-cyano-6-hydroxypyrazolo[1,5-a]pyridin-4-yl)piperidin-4-yl)carbamate